FC(C1=NN(C(=C1)C(F)F)CC(=O)N1CCC(CC1)C=1SC=C(N1)C1=NOC(C1)C1=C(C=CC=C1)CS(=O)(=O)[O-])F 2-(3-[2-(1-([3,5-bis(difluoromethyl)-1H-pyrazol-1-yl]acetyl)piperidin-4-yl)-1,3-thiazol-4-yl]-4,5-dihydro-1,2-oxazol-5-yl)phenylmethanesulfonate